C(CCCCC)C1CCCCC(O1)=O 7-Hexyl-2-oxepanone